4-(bicyclo[4.2.0]oct-1(6),2,4-trien-3-yl)-3-(4-chlorophenyl)-4,5-dihydro-1H-pyrazole C1=2C=C(C=CC2CC1)C1C(=NNC1)C1=CC=C(C=C1)Cl